[Si](C1=CC=CC=C1)(C1=CC=CC=C1)(C(C)(C)C)OC1CC(N[C@@H]2CN(CC[C@H]12)C(=O)OC1=CC=C(C=C1)[N+](=O)[O-])=O (4-nitrophenyl) (4aS,8aS)-4-[tert-butyl (diphenyl) silyl]Oxy-2-oxo-1,3,4,4a,5,6,8,8a-octahydro-1,7-naphthyridine-7-carboxylate